OC1CN(C1)C(=O)O[C@@H]1CC[C@H](CC1)C(N(C[C@@H]1CC[C@H](CC1)C1=CC(=C(C=C1)OC)C)C1=NC=CC(=C1)C1=CN=C(S1)C1CC1)=O trans-4-((4-(2-Cyclopropylthiazol-5-yl)-pyridin-2-yl)((trans-4-(4-methoxy-3-methylphenyl)cyclohexyl)methyl)carbamoyl)cyclohexyl 3-hydroxyazetidine-1-carboxylate